3-(N-(5-cyano-2-(pyrrol-1-yl)phenyl)sulfamoyl)-4-methoxybenzoic Acid C(#N)C=1C=CC(=C(C1)NS(=O)(=O)C=1C=C(C(=O)O)C=CC1OC)N1C=CC=C1